N1(CCCCCC1)C=1N=NC(=CC1C(=O)O)C(F)(F)F 3-(azepan-1-yl)-6-(trifluoromethyl)pyridazine-4-carboxylic acid